CN1C(=NC2=C1C=CC(=C2)C(=O)N2C[C@@H](CCC2)NC(OC(C)(C)C)=O)N2N=CC=C2C2=CC=CC=C2 tert-butyl N-[(3R)-1-[1-methyl-2-(5-phenyl-1H-pyrazol-1-yl)-1H-1,3-benzodiazole-5-carbonyl]piperidin-3-yl]carbamate